Cl.C1(CC1)C1=CC=C2CCNCC2=C1 7-cyclopropyl-1,2,3,4-tetrahydroisoquinoline hydrochloride